NCC(CC1=CC=CC=C1)NC(=O)C=1N=NN(C1)C1=CC(=NC=C1C)NC1=CC2=C(OC(O2)(F)F)C=C1 N-(1-amino-3-phenylpropan-2-yl)-1-(2-((2,2-difluorobenzo[d][1,3]dioxol-5-yl)amino)-5-methylpyridin-4-yl)-1H-1,2,3-triazole-4-carboxamide